(1-methylcyclopropyl)carbamic acid 3-(1-(tert-butyl)-5-(2-(3-methylisoxazol-5-yl) acetamido)-1H-pyrazol-3-yl)-3-methylcyclopentyl ester C(C)(C)(C)N1N=C(C=C1NC(CC1=CC(=NO1)C)=O)C1(CC(CC1)OC(NC1(CC1)C)=O)C